CSCC[C@@H](C(=O)N[C@@H](CC(=O)N)C(=O)O)N The molecule is a dipeptide obtained by formal condensation of the carboxy group of L-methionine with the amino group of L-asparagine. It derives from a L-methionine and a L-asparagine.